ClC1=NC=2N(C=C1)N=CC2C(=O)[O-] 5-chloropyrazolo[1,5-a]pyrimidine-3-carboxylate